thiophene-2,3-dicarboxylic acid methyl ester COC(=O)C=1SC=CC1C(=O)O